(S)-4-(2-(3,3-difluoro-2,2-dimethylpropionyl)isoxazolidin-3-yl)-N-hydroxybenzamidine FC(C(C(=O)N1OCC[C@H]1C1=CC=C(C(=N)NO)C=C1)(C)C)F